The molecule is an organosulfonate oxoanion that is the conjugate base of 3,4-dihydroxy-9,10-dioxo-9,10-dihydroanthracene-2-sulfonic acid, obtained by deprotonation of the sulfo group. It is a conjugate base of a 3,4-dihydroxy-9,10-dioxo-9,10-dihydroanthracene-2-sulfonic acid. C1=CC=C2C(=C1)C(=O)C3=CC(=C(C(=C3C2=O)O)O)S(=O)(=O)[O-]